OC1=C(C=CC(=C1)O)C1=NC(=NC=N1)C1=CC=C(C=C1)OC (2,4-dihydroxyphenyl)-6-(4-methoxyphenyl)-1,3,5-triazine